BrC=1C=C(C=2N(C1Cl)N=CC2)C 6-bromo-7-chloro-4-methylpyrazolo[1,5-a]pyridine